[N-](S(=O)(=O)C(F)(F)F)S(=O)(=O)C(F)(F)F.OC(C)C=1N(C(=NC1)C)C 1-hydroxyethyl-2,3-dimethylimidazole bistrifluoromethanesulfonimide salt